2-(3-(3-ethoxy-2-methyl-3-oxopropyl)phenyl)-5-(1-(((2-hydroxyethyl)sulfonyl)methyl)cyclopropyl)-2-methylpentanoic acid C(C)OC(C(CC=1C=C(C=CC1)C(C(=O)O)(CCCC1(CC1)CS(=O)(=O)CCO)C)C)=O